(6-hydroxy-3,4-dihydro-2,7-naphthyridin-2(1H)-yl)(pyrrolidin-1-yl)methanone OC=1C=C2CCN(CC2=CN1)C(=O)N1CCCC1